C[C@H](CCCCC(=O)OC)C(C)=O |r| racemic-methyl 6-methyl-7-oxooctanoate